7-Bromo-11-methyl-13,13a-dihydrobenzo[2,3]pyrrolo[2',3':5,6][1,4]diazepino[1,7-a]indol-12(11H)-one BrC=1C=CC2=C(N3C(=CC4=CC=CC=C34)C3C(=N2)N(C(C3)=O)C)C1